tert-Butyl (4-(4-amino-7-(1-methyl-1H-pyrazol-3-yl)pyrrolo[2,1-F][1,2,4]triazin-5-yl)-2-methoxyphenyl)carbamate NC1=NC=NN2C1=C(C=C2C2=NN(C=C2)C)C2=CC(=C(C=C2)NC(OC(C)(C)C)=O)OC